1-(6-methoxypyridin-3-yl)propan-1-one hydrochloride Cl.COC1=CC=C(C=N1)C(CC)=O